C(C)(C)(C)OC(=O)NS(=O)(=O)N(C(C)C)CC1CN(C1)C(=O)OC(C)(C)C tert-butyl 3-(((N-(tert-butoxycarbonyl)sulfamoyl)(isopropyl)amino)methyl)azetidine-1-carboxylate